N1C(=NC=C1)C1CCN(CC1)C(=O)C1=CC=C(C=C1)C=1N(C2=CC=CC=C2C1)C(=O)OC(C)(C)C tert-butyl 2-(4-(4-(1H-imidazol-2-yl) piperidine-1-carbonyl) phenyl)-1H-indole-1-carboxylate